ethyl 4-methyl-2-(3-methyl-3-(3-(5-methyl-1,2,4-oxadiazol-3-yl)benzamido)butan-amido)thiazole-5-carboxylate CC=1N=C(SC1C(=O)OCC)NC(CC(C)(NC(C1=CC(=CC=C1)C1=NOC(=N1)C)=O)C)=O